methyl (S)-4-amino-3-(((tetrahydrofuran-2-yl)methyl)amino)benzoate NC1=C(C=C(C(=O)OC)C=C1)NC[C@H]1OCCC1